ClC=1C=C(C=2CC[C@@H](C2C1)O)S(=O)(=O)NC1=C(C(=C(C=C1)F)C=1C=C2C=NC(=NC2=CC1)NC1CCN(CC1)C)F (1S)-6-chloro-N-(2,4-difluoro-3-{2-[(1-methylpiperidin-4-yl)amino]quinazolin-6-yl}phenyl)-1-hydroxy-2,3-dihydro-1H-indene-4-sulfonamide